tert-butyl (R)-6-(4-(phenylthio)-3-((4-sulfamoyl-2-((trifluoromethyl)sulfonyl)phenyl)amino)butyl)-2,6-diazaspiro[3.3]heptane-2-carboxylate C1(=CC=CC=C1)SC[C@@H](CCN1CC2(CN(C2)C(=O)OC(C)(C)C)C1)NC1=C(C=C(C=C1)S(N)(=O)=O)S(=O)(=O)C(F)(F)F